5-[3-[(1-tert-Butoxycarbonyl-4-piperidinyl)methyl-isopropyl-amino]cyclobutoxy]pyridine-2-carboxylic acid methyl ester COC(=O)C1=NC=C(C=C1)OC1CC(C1)N(C(C)C)CC1CCN(CC1)C(=O)OC(C)(C)C